N1(CCN(CCNCC1)CC(=O)O)CC(=O)O (1,4,7-triazacyclononane-1,4-diyl)diacetic acid